mono-ammonium sulfate S(=O)(=O)([O-])O.[NH4+]